N-(4-(5-fluoro-2,4-dioxo-3,4-dihydropyrimidin-1(2H)-yl)phenyl)octanamide FC=1C(NC(N(C1)C1=CC=C(C=C1)NC(CCCCCCC)=O)=O)=O